ethyl (Z)-2-(1-benzylimidazol-2-yl)-3-cyclopropyl-prop-2-enoate C(C1=CC=CC=C1)N1C(=NC=C1)/C(/C(=O)OCC)=C/C1CC1